4-[1-(difluoromethyl)-5-methyl-pyrazol-3-yl]-1-methyl-2-thioxo-pyrrolidine-3-carboxylic acid FC(N1N=C(C=C1C)C1C(C(N(C1)C)=S)C(=O)O)F